C1(=CC=CC=C1)C1=C(N)C=CC=C1 2-phenylaniline